ClCC1=C(C=CC=C1)N1C(N(CC1)C1=CC=CC=C1)=O 1-(2-chloromethylphenyl)-3-phenylimidazolin-2-one